(S)-5-amino-4-(((tetrahydrofuran-2-yl)methyl)amino)thiophene-2-carboxylic acid methyl ester COC(=O)C=1SC(=C(C1)NC[C@H]1OCCC1)N